[Br-].C(C)OC1=CC=C(C=C1)[PH2+]C1=CC=C(C=C1)OCC di-(4-ethoxyphenyl)phosphonium bromide